C1(CCCCC1)CNC(=O)N1CCC(N2C1CN(C([C@@H](C2)CC2=CC=C(C=C2)O)=O)CC2=CC=CC1=CC=CC=C21)=O (7R)-N-(cyclohexylmethyl)-7-(4-hydroxybenzyl)-9-(naphthalen-1-ylmethyl)-4,8-dioxooctahydropyrimido[1,2-a][1,4]diazepine-1(2H)-carboxamide